3,4-dihydropyran-4-one O1CCC(C=C1)=O